C1(CC1)[C@]1(C(N(CC1)C1=C2C(=NC=C1)NC(=C2)C=2C=NN(C2)C)=O)C#N (S)-3-cyclopropyl-1-(2-(1-methyl-1H-pyrazol-4-yl)-1H-pyrrolo[2,3-b]pyridin-4-yl)-2-oxopyrrolidine-3-carbonitrile